(2S,5'R)-7-chloro-6-[5-(4-fluoro-1-methyl-4-piperidyl)-1,3,4-oxadiazol-2-yl]-3',4-dimethoxy-5'-methyl-spiro[benzofuran-2,4'-cyclohex-2-ene]-1',3-dione ClC1=C(C=C(C=2C([C@]3(C(=CC(C[C@H]3C)=O)OC)OC21)=O)OC)C=2OC(=NN2)C2(CCN(CC2)C)F